[N+](=O)([O-])CC1C2=C(OCC1)C=CS2 7-(Nitromethyl)-6,7-dihydro-5H-thieno[3,2-b]pyran